5-amino-4-(5-(((R)-1-(3-chloropyridin-2-yl)-2,2,2-trifluoroethyl)carbamoyl)-1-oxoisoindolin-2-yl)-5-oxopentanoic acid NC(C(CCC(=O)O)N1C(C2=CC=C(C=C2C1)C(N[C@@H](C(F)(F)F)C1=NC=CC=C1Cl)=O)=O)=O